C1(CC1)C=1N=CC2=CC3=C(C(=C2C1)S(NCC(C)C)(=O)=O)CCC(C3)C(=O)NCC(C)(C)C 3-cyclopropyl-N-(2,2-dimethylpropyl)-5-(2-methylpropylsulfamoyl)-6,7,8,9-tetrahydrobenzo[g]isoquinoline-8-carboxamide